2,4-diamino-toluene NC1=C(C)C=CC(=C1)N